cadmium-selenium-telluride [Se]=[Te].[Cd]